(S)-3-Fluoro-9-(5-isopropyl-[1,2,4]oxadiazol-3-yl-methyl)-2-((R)-3-methylmorpholin-4-yl)-8-trifluoromethyl-6,7,8,9-tetrahydro-pyrimido[1,2-a]-pyrimidin-4-one FC1=C(N=C2N(C1=O)CC[C@H](N2CC2=NOC(=N2)C(C)C)C(F)(F)F)N2[C@@H](COCC2)C